2-(1H-tetrazole-5-yl)aniline N1N=NN=C1C1=C(N)C=CC=C1